CON(C(C1=CC(=C(C=C1)C)C(F)(F)F)=O)C N-Methoxy-N,4-dimethyl-3-(trifluoromethyl)benzamide